N-(3-cyano-4-methyl-1H-indol-7-yl)-1-[(1S)-1-(fluoromethyl)-2-hydroxy-ethyl]pyrazole-4-sulfonamide C(#N)C1=CNC2=C(C=CC(=C12)C)NS(=O)(=O)C=1C=NN(C1)[C@@H](CO)CF